(S)-2-(3-(2-(azetidin-1-yl)ethyl)-6-oxo-5-(trifluoromethyl)pyridazine-1(6H)-yl)-4-Methylpentanoate N1(CCC1)CCC1=NN(C(C(=C1)C(F)(F)F)=O)[C@H](C(=O)[O-])CC(C)C